C(C)N1CCN(CC1)CC1=C(C=C(C=C1)[N+](=O)[O-])C(F)(F)F 1-Ethyl-4-(4-nitro-2-(trifluoromethyl)benzyl)piperazine